2-fluoro-6-methoxy-4-(thiazole-2-oxy)benzonitrile FC1=C(C#N)C(=CC(=C1)OC=1SC=CN1)OC